2,2-difluorooctadecanoic acid FC(C(=O)O)(CCCCCCCCCCCCCCCC)F